OC[C@H]1N(C[C@@H]([C@H]([C@@H]1O)O)O)CC1CCC(CC1)OC (2R,3R,4R,5S)-2-(hydroxymethyl)-1-(((1s,4S)-4-methoxycyclohexyl)methyl)piperidine-3,4,5-triol